dimethyl-(4-methoxybenzyl)sulfonium triflate [O-]S(=O)(=O)C(F)(F)F.C[S+](CC1=CC=C(C=C1)OC)C